C(#N)C(C(=O)[O-])=C(C1=C(C=CC=C1)C(=O)O)C 2-cyano-3-methyl-3-(carboxyphenyl)-prop-2-enoate